FC=1C=C2N=C3C4=C(C5=C(C3=NC2=CC1F)C=CC=C5)C=CC=C4 11,12-difluorodibenzo[a,c]phenazine